(2-(3,8-diazabicyclo[3.2.1]octan-8-yl)-6,7-dihydrothiazolo[5,4-c]pyridin-5(4H)-yl)(isoquinolin-3-yl)methanone C12CNCC(CC1)N2C=2SC=1CN(CCC1N2)C(=O)C=2N=CC1=CC=CC=C1C2